5-methoxy-1-(2-(methylthio)-6,7-dihydro-5H-cyclopenta[d]pyrimidin-4-yl)-2-(2,3,4-trimethoxyphenyl)-1H-benzo[d]imidazole COC1=CC2=C(N(C(=N2)C2=C(C(=C(C=C2)OC)OC)OC)C=2C3=C(N=C(N2)SC)CCC3)C=C1